C(C)C(CN)(CCC)N 2-ethyl-1,2-pentanediamine